(1S,2R,3aR,4S,6aR)-4-((2-amino-3-chloroquinolin-7-yl)methyl)-2-(4-methyl-7H-pyrrolo[2,3-d]pyrimidin-7-yl)hexahydropentalene-1,6a(1H)-diol NC1=NC2=CC(=CC=C2C=C1Cl)C[C@H]1[C@H]2C[C@H]([C@@H]([C@]2(CC1)O)O)N1C=CC2=C1N=CN=C2C